Butyl 5-oxoprolinate O=C1CC[C@H](N1)C(=O)OCCCC